3-(4-(tert-butyl)pyrimidin-5-yl)propionic acid C(C)(C)(C)C1=NC=NC=C1CCC(=O)O